N-tert.-Butyl-4-[[2-[2-hydroxy-5-(morpholinomethyl)phenyl]acetyl]amino]pyridin C(C)(C)(C)N1CC=C(C=C1)NC(CC1=C(C=CC(=C1)CN1CCOCC1)O)=O